C(C)OC=1C=C(C=NC1)C1=NC(=C2N=CN(C2=N1)[C@H]1[C@@H]([C@@H]([C@H](O1)C(=O)NOC)O)O)NC (2S,3S,4R,5R)-5-(2-(5-ethoxypyridin-3-yl)-6-(methylamino)-9H-purin-9-yl)-3,4-dihydroxyl-N-methoxytetrahydrofuran-2-carboxamide